(S)-7'-(3,5-difluorophenyl)-1-(5-fluoronicotinoyl)dihydro-1'H,3'H,5'H-spiro[piperidine-4,2'-pyrazolo[1,2-a]pyrazol]-1'-one FC=1C=C(C=C(C1)F)[C@@H]1CCN2N1C(C1(C2)CCN(CC1)C(C1=CN=CC(=C1)F)=O)=O